8-bromo-N2-(tetrahydro-2H-pyran-4-yl)-N4-(4-(thiophen-3-yl)benzyl)pyrazolo[1,5-a][1,3,5]triazine-2,4-diamine BrC=1C=NN2C1N=C(N=C2NCC2=CC=C(C=C2)C2=CSC=C2)NC2CCOCC2